nonafluorovaleric anhydride FC(C(C(C(C(=O)OC(C(C(C(C(F)(F)F)(F)F)(F)F)(F)F)=O)(F)F)(F)F)(F)F)(F)F